C(#N)[C@H](CC1=C(C=C(C=C1)C=1C=C2C(N(CC2=CC1)C)=O)F)NC(=O)[C@H]1OCCCN(C1)C(=O)OC(C)(C)C tert-butyl (S)-2-(((S)-1-cyano-2-(2-fluoro-4-(2-methyl-3-oxoisoindolin-5-yl)phenyl)ethyl)carbamoyl)-1,4-oxazepane-4-carboxylate